NC/C=C/C=1C=C(C=CC1)NC1C(NC(CC1)=O)=O (E)-3-((3-(3-aminoprop-1-en-1-yl)phenyl)amino)piperidine-2,6-dione